NC1(CCN(CC1)C1=NC(=C2C(=N1)NN=C2C2=C(C1=C(N(N=C1C=C2)C)Cl)Cl)C(=O)N)C2=CC=CC=C2 6-(4-amino-4-phenylpiperidin-1-yl)-3-(3,4-dichloro-2-methyl-2H-indazol-5-yl)-1H-pyrazolo[3,4-d]Pyrimidine-4-carboxamide